NCC=1C=C2C=CN=C(C2=CC1)N(C(OC(C)(C)C)=O)C(=O)OC(C)(C)C tert-Butyl N-[6-(aminomethyl)-1-isoquinolyl]-N-tert-butoxycarbonyl-carbamate